C1(CC1)C=1OC2=C(C1)C=C(C=C2)C(C)N 1-(2-cyclopropyl-benzofuran-5-yl)-ethylamine